N[C@H](CC(=O)OC)C methyl (3S)-3-aminobutyrate